BrC=1C=C(C(=NC1)[N+](=O)[O-])NC(C(=O)O)(C)C ((5-bromo-2-nitropyridin-3-yl)amino)-2-methylpropanoic acid